C(C)OC=1C=C(C=CC1C=1NC(C2=C(N1)NN=N2)=O)C=2C(=CC=CC2)C(=O)O 3'-ethoxy-4'-(7-oxo-6,7-dihydro-3H-[1,2,3]triazolo[4,5-d]pyrimidin-5-yl)-[1,1'-biphenyl]-2-carboxylic acid